trans-2-(4-chloro-3-fluorophenoxy)-N-((4-(5-(4-chlorophenyl)-1,3,4-oxadiazol-2-yl)cyclohexyl)methyl)acetamide ClC1=C(C=C(OCC(=O)NC[C@@H]2CC[C@H](CC2)C=2OC(=NN2)C2=CC=C(C=C2)Cl)C=C1)F